CC=1C=C(C=CC1)N1C(SC=C1C=1C=C(C(=O)NCCCCN2N=CC=C2)C=CC1)=O 3-(3-(3-methylphenyl)-4-thiazolinonyl)-N-(4-1-N-pyrazolylbutyl)benzamide